S1C2=C(C(=C1)C1C(C(C(O1)=O)=C)C1=CC=C(C=C1)C)C=CC=C2 5-(benzo[b]thiophen-3-yl)-3-methylene-4-(p-tolyl)dihydrofuran-2(3H)-one